4-{5-[(5-chlorothiophen-2-yl)methoxy]-4-methoxy-1-(thiophene-2-carbonyl)-1H-pyrazol-3-yl}piperidin-3-one ClC1=CC=C(S1)COC1=C(C(=NN1C(=O)C=1SC=CC1)C1C(CNCC1)=O)OC